[Si](C)(C)(C(C)(C)C)OC[C@H]1NC[C@@H](N(C1)C(=O)OC(C)(C)C)C tert-butyl (2S,5S)-5-(((tert-butyldimethylsilyl)oxy)methyl)-2-methylpiperazine-1-carboxylate